1-bromo-2-{1-[bis(4-methylphenyl)phosphino]ethyl}ferrocene Br[C-]1C(=CC=C1)C(C)P(C1=CC=C(C=C1)C)C1=CC=C(C=C1)C.[CH-]1C=CC=C1.[Fe+2]